ClC1=C(C=CC=C1OC)C=1C(=C2C(=NC(=NN2C1)C=1N(C=CN1)C)NCCOC)C1=CC=CC=C1 (2-chloro-3-methoxyphenyl)-N-(2-methoxyethyl)-2-(1-methyl-1H-imidazol-2-yl)-5-phenylpyrrolo[2,1-f][1,2,4]triazin-4-amine